BrC1=C2C=CN(C(C2=CN=C1)=O)CC1=CC=C2C=C(N(C2=C1)C(=O)OC(C)(C)C)CCN1CCCCC1 tert-Butyl 6-[(5-bromo-1-oxo-2,7-naphthyridin-2-yl)methyl]-2-[2-(1-piperidyl)ethyl]indole-1-carboxylate